O1CC=C(C=C1)N pyran-4-amine